[BH4-].[Na+].[Ni+2].[BH4-].[BH4-] nickel compound with sodium borohydride